N-[5-(cyanomethyl)-3-fluoro-2-pyridyl]-5-phenyl-1H-pyrrole-3-sulfonamide C(#N)CC=1C=C(C(=NC1)NS(=O)(=O)C1=CNC(=C1)C1=CC=CC=C1)F